6-(4-(4-fluorophenyl)-1-isobutyl-1H-imidazol-5-yl)imidazo[1,2-a]pyridine-3-carboxamide FC1=CC=C(C=C1)C=1N=CN(C1C=1C=CC=2N(C1)C(=CN2)C(=O)N)CC(C)C